C1(=CC=CC=C1)C=1C=CC2=C(N=C(O2)CC(F)(F)F)C1 5-phenyl-2-(2,2,2-trifluoroethyl)benzoxazole